3-((3-((trimethylsilyl)ethynyl)phenyl)amino)propionic acid C[Si](C)(C)C#CC=1C=C(C=CC1)NCCC(=O)O